BrC=1C(=CC(=C(C1)C(=O)[O-])OC)Cl 5-bromo-4-chloro-2-methoxyphenylformate